C1(=CC=CC=C1)C1=CC(=NO1)C1=C(C=CC=C1Cl)Cl 5-phenyl-3-(2,6-dichlorophenyl)isoxazole